Cl.N1N=CC2=CC(=CC=C12)NC1=NC(=NC=C1)C=1C=C(OCC(=O)NC(C)C)C=CC1 2-(3-(4-((1H-indazol-5-yl)amino)pyrimidin-2-yl)phenoxy)-N-isopropylacetamide HCl salt